ClC1=C(C#N)C=CC(=C1)N1CC2(CC1)CCN(CC2)C(C2=CC=C(C=C2)N2CC1(CC2)CCN(CC1)C1CN(C1)C=1C=C2C(N(C(C2=CC1)=O)C1C(NC(CC1)=O)=O)=O)=O 2-chloro-4-(8-(4-(8-(1-(2-(2,6-dioxopiperidin-3-yl)-1,3-dioxoisoindolin-5-yl)azetidin-3-yl)-2,8-diazaspiro[4.5]decan-2-yl)benzoyl)-2,8-diazaspiro[4.5]decan-2-yl)benzonitrile